C(C1=CC=CC=C1)OC1=NC(=CC=C1C1=NN(C2=CC(=C(C=C12)F)C=1CCN(CC1)CC1C(CN(CC1)C(=O)OC(C)(C)C)C)C)OCC1=CC=CC=C1 tert-butyl 4-((4-(3-(2,6-bis(benzyloxy)pyridin-3-yl)-5-fluoro-1-methyl-1H-indazol-6-yl)-3,6-dihydropyridin-1(2H)-yl)methyl)-3-methylpiperidine-1-carboxylate